C(C)OC(CC(=O)C=1N(N=C2C1CN([C@@H](C2)C)C(=O)OC(C)(C)C)C(=O)OC(C)(C)C)=O (R)-di-tert-butyl 3-(3-ethoxy-3-oxopropanoyl)-6-methyl-6,7-dihydro-2H-pyrazolo[4,3-c]pyridine-2,5(4H)-dicarboxylate